BrC1=CC=2C(C3=CC(=CC=C3SC2C=C1)Br)=O 2,7-dibromothioxanthone